CC1=NC=C(N=C1C)C 2,3,5-Trimethyl-pyrazine